FC=1C=C(C=C(C1F)F)C=1C(=CC=CC1)C(=O)N 3',4',5'-trifluoro-[1,1'-biphenyl]-2-carboxamide